[3-[3-(3,5-dimethylpyrazol-1-yl)-1-bicyclo[1.1.1]pentanyl]azetidin-1-yl]-[6-[3-(1-hydroxycyclopropyl)-1H-1,2,4-triazol-5-yl]-2-azaspiro[3.3]heptan-2-yl]methanone CC1=NN(C(=C1)C)C12CC(C1)(C2)C2CN(C2)C(=O)N2CC1(C2)CC(C1)C1=NC(=NN1)C1(CC1)O